ClC=1C=C(C=CC1)C(C(OC(=O)N[C@@H](CC1=CC=CC=C1)C(=O)O)C1CCCCC1)(F)F ((2-(3-chlorophenyl)-1-cyclohexyl-2,2-difluoroethoxy)carbonyl)-L-phenylalanine